3,3-diazidomethyl-oxybutane N(=[N+]=[N-])COC(CC)(C)OCN=[N+]=[N-]